di-methyl disulphide CSSC